C1(CCC1)OC1=NC(=CC=C1/C=C/C(=O)NC1=CC=CC=2NC(NC21)=O)C(F)(F)F (E)-3-(2-cyclobutoxy-6-(trifluoromethyl)pyridin-3-yl)-N-(2-oxo-2,3-dihydro-1H-benzo[d]imidazol-4-yl)acrylamide